NC1=C2C(=NC=N1)N(N=C2C2=CC(=C(C=C2)NC(=O)NC2=CC(=C(C=C2)CN2CCN(CC2)C)C(F)(F)F)F)CCCCCO 1-(4-(4-amino-1-(5-hydroxypentyl)-1H-pyrazolo[3,4-d]pyrimidin-3-yl)-2-fluorophenyl)-3-(4-((4-methylpiperazin-1-yl)methyl)-3-(trifluoromethyl)phenyl)urea